OC=1C=CC(=CC1)C1=C(C=C(C=C1)OC)C([2H])([2H])OC 5-hydroxy-2-(4-methoxy-2-(methoxymethyl-d2)phenyl)benzene